BrC(C)C1=CC(=C(C(N1C1=CC=CC=C1)=O)C#N)OC 6-(1-bromoethyl)-4-methoxy-2-oxo-1-phenyl-1,2-dihydropyridine-3-carbonitrile